4-((2-(3,3-dimethyl-2,3-dihydro-1H-pyrrolo[3,2-b]pyridine-1-carbonyl)-2,8-diazaspiro[4.5]decan-8-yl)methyl)-3-fluorobenzonitrile CC1(CN(C=2C1=NC=CC2)C(=O)N2CC1(CC2)CCN(CC1)CC1=C(C=C(C#N)C=C1)F)C